C(C)N(P(O)(O)(C(C)(C)C)C(C)(C)C)CC ditertiary butyl-phosphorous (diethylamide)